C[C@H]1N(CCC(C1)C1CCNCC1)C1=NC=C(C=N1)C1=CC2=C(N=C3COC[C@@H](N32)C3=CC=CC=C3)C=C1 (S)-7-(2-(r-methyl-[4,4'-bipiperidin]-1-yl)pyrimidin-5-yl)-4-phenyl-3,4-dihydro-1H-benzo[4,5]imidazo[2,1-c][1,4]oxazine